COC=1C=C(C=CC1OC)[C@@]12CCN([C@H]2C=C(CC1)OC(C(CC)(C)CC)=O)C (3aS,7aS)-3a-(3,4-dimethoxyphenyl)-1-methyl-2,3,3a,4,5,7a-hexahydro-1H-indol-6-yl-2-ethyl-2-methylbutanoate